(S)-quinuclidin-3-yl (6-(3-fluorophenyl)-3,3-dimethylchroman-4-yl)carbamate FC=1C=C(C=CC1)C=1C=C2C(C(COC2=CC1)(C)C)NC(O[C@@H]1CN2CCC1CC2)=O